(S)-7-Hydroxy-N-(4-(((8-isopropyl-2-(piperidin-3-yloxy)pyrazolo[1,5-a][1,3,5]triazin-4-yl)amino)methyl)phenyl)heptylamide O[C@@H](CCCCCC[NH-])C1=CC=C(C=C1)CNC1=NC(=NC=2N1N=CC2C(C)C)OC2CNCCC2